[6-[5-[(dimethylamino)methyl]imidazol-1-yl]-2-methoxy-3-pyridinyl]-5-methyl-3-phenyl-isoxazole-4-carboxamide CN(C)CC1=CN=CN1C1=CC=C(C(=N1)OC)NC(=O)C=1C(=NOC1C)C1=CC=CC=C1